N-(2-(2-hydroxyethoxy)ethyl)-2-((6-methylbenzo[d]oxazol-2-yl)amino)benzo[d]oxazole-5-carboxamide OCCOCCNC(=O)C=1C=CC2=C(N=C(O2)NC=2OC3=C(N2)C=CC(=C3)C)C1